C(C)(C)(C)OC(N[C@H](CC(C)C)C(O)C1=CC=C(C=C1)C(C)(C)C)=O.BrC1=C(C=C(C(=C1)Br)OC)SSC1=C(C=C(C(=C1)OC)Br)Br 1,2-bis(2,4-dibromo-5-methoxyphenyl)disulfane tert-Butyl-N-[(1R)-1-[(4-tert-butylphenyl)-hydroxy-methyl]-3-methyl-butyl]carbamate